ClC=1C=C2C=CN(C2=C(C1)C(=O)NC1CC2(CC(C2)C(=O)O)C1)CC1=CC=C(C=C1)C(F)(F)F rac-6-(5-chloro-1-(4-(trifluoromethyl)benzyl)-1H-indole-7-carboxamido)spiro[3.3]heptane-2-carboxylic acid